C(CCC)C1=CC=CC2=C1C(NS2)=O 4-n-butyl-1,2-benzisothiazolin-3-one